The molecule is a monohydroxybenzoic acid that is benzoic acid carrying a hydroxy substituent at C-4 of the benzene ring. It has a role as a plant metabolite and an algal metabolite. It is a conjugate acid of a 4-hydroxybenzoate. C1=CC(=CC=C1C(=O)O)O